COCCNC(OC1CCC(CC1)C(N(CC12CCC(CC1)(CC2)C2=CC(=C(C=C2)OC)C)C2=NC=CC(=C2)C=2C=NN(C2)C(C)C)=O)=O 4-((4-(1-Isopropyl-1H-pyrazol-4-yl)pyridin-2-yl)((4-(4-methoxy-3-methylphenyl)bicyclo[2.2.2]octan-1-yl)methyl)carbamoyl)cyclohexyl (2-methoxyethyl)trans-carbamate